p-toluyltrimethylsilane C1(=CC=C(C=C1)[Si](C)(C)C)C